CC1=C(C(=O)NC2=CN(C(C=C2)=O)C2=CC=CC=C2)C=CC=C1 2-methyl-N-(6-oxo-1-phenyl-1,6-dihydropyridin-3-yl)benzamide